((2-chloropyridin-3-yl)methyl)glycine ClC1=NC=CC=C1CNCC(=O)O